CC1(OCC(O1)C1=C(C(=CO1)O)O)C 5-(2,2-dimethyl-1,3-dioxolan-4-yl)-3,4-dihydroxyfuran